5-methyl-4-(4-(4-methylpiperazin-1-yl)piperidin-1-yl)-2,3-dihydrobenzofuran-7-amine CC=1C=C(C2=C(CCO2)C1N1CCC(CC1)N1CCN(CC1)C)N